CC1(OB(OC1(C)C)C1=CC=C2C=CC=C(C2=C1)O)C 7-(4,4,5,5-tetramethyl-1,3,2-dioxaborolan-2-yl)naphthalen-1-ol